1,3,5-trimethyl-2,4,6-tris(3,5-di-tert-butyl-4-hydroxyphenyl)benzene di(2,3-dimethylbutyl)phthalate CC(COC(C=1C(C(=O)OCC(C(C)C)C)=CC=CC1)=O)C(C)C.CC1=C(C(=C(C(=C1C1=CC(=C(C(=C1)C(C)(C)C)O)C(C)(C)C)C)C1=CC(=C(C(=C1)C(C)(C)C)O)C(C)(C)C)C)C1=CC(=C(C(=C1)C(C)(C)C)O)C(C)(C)C